N[C@H](C(=O)OC)CC1=CC=C(C=2N1C=CN2)C2=C(C=C(C=C2)C#N)C(F)(F)F methyl (S)-2-amino-3-(8-(4-cyano-2-(trifluoromethyl)phenyl) imidazo[1,2-a]pyridin-5-yl)propanoate